N-((6-hydroxy-5-isopropyl-1H-indol-2-yl)methyl)-1-methylcyclopropane-1-carboxamide OC1=C(C=C2C=C(NC2=C1)CNC(=O)C1(CC1)C)C(C)C